((2-(5-fluoro-6-(4-fluorophenyl)-4-(2-hydroxypropan-2-yl)pyridin-2-yl)-3-oxo-tetrahydrofuran-2-yl)methyl)-8-methoxy-3-methylcinnoline-6-carboxamide FC=1C(=CC(=NC1C1=CC=C(C=C1)F)C1(OCCC1=O)CC1=C(N=NC2=C(C=C(C=C12)C(=O)N)OC)C)C(C)(C)O